CCCCCCCCCCCCCCCC(=O)O[C@H](COC(=O)CCCCCCC/C=C\CCCCCCCCC)COP(=O)(O)OC[C@H](CO)O 1-(9Z-nonadecenoyl)-2-hexadecanoyl-glycero-3-phospho-(1'-sn-glycerol)